(3aR,6aS)-5-(fluoromethylidene)octahydrocyclopenta[c]pyrrole hydrochloride Cl.FC=C1C[C@@H]2[C@@H](CNC2)C1